CN1C2C(CC13CC3)(CCC2)CO (1-methyltetrahydro-1H-spiro[cyclopenta[b]pyrrol-2,1'-cyclopropane]-3a(3H)-yl)methanol